2-(3-ethylsulfonyl-2-pyridinyl)-6-(trifluoromethoxy)isoindolin-1-one methyl-4-(benzyloxymethyl)-2,6-dichlorobenzoate COC(C1=C(C=C(C=C1Cl)COCC1=CC=CC=C1)Cl)=O.C(C)S(=O)(=O)C=1C(=NC=CC1)N1C(C2=CC(=CC=C2C1)OC(F)(F)F)=O